isopropyl (1S,4R)-4-[[3-[(4-chloro-2-thienyl)amino]-2-methoxy-3-oxo-propanoyl]amino]cyclopent-2-ene-1-carboxylate ClC=1C=C(SC1)NC(C(C(=O)N[C@H]1C=C[C@H](C1)C(=O)OC(C)C)OC)=O